(RS)-1-[4-[2-(cyclopropylmethoxy)ethyl]phenoxy]-3-[(1-methylethyl)-amino]-2-propanol C1(CC1)COCCC1=CC=C(OC[C@@H](CNC(C)C)O)C=C1 |r|